BrCCCCCCN1C2=CC=CC=C2C=2C=CC=CC12 N-(6-bromohexyl)-carbazole